F[C@@H]1[C@H](C[C@@]2(CC[C@H]1N2)C)N(C2=CN=C(N=N2)C=2C=C1C=CN=CC1=CC2O)C 6-(6-(((1S,3S,4S,5R)-4-fluoro-1-methyl-8-azabicyclo[3.2.1]octan-3-yl)(methyl)amino)-1,2,4-triazin-3-yl)isoquinolin-7-ol